O=C1N(CC2=CC(=CC=C12)O[C@@H]1[C@H](CCCC1)N1CC(C1)C1=CC=NC=C1)C1C(NC(CC1)=O)=O 3-(1-oxo-5-(((1S,2S)-2-(3-(pyridin-4-yl)azetidin-1-yl)-cyclohexyl)oxy)isoindolin-2-yl)piperidine-2,6-dione